ClC1=NC(=NC2=CC(=CC=C12)N1CCCCC1)CN(C1=CC(=CC=C1)F)C N-{[4-chloro-7-(piperidin-1-yl)quinazolin-2-yl]methyl}-3-fluoro-N-methylaniline